C(CCCC)C1CCCCO1 6-PENTYLTETRAHYDRO-2H-PYRAN